FC(C=1C=C(C=NC1)O)(F)F 5-(trifluoromethyl)pyridin-3-ol